3-methoxy-5-(1H-1,2,4-triazol-1-yl)aniline COC=1C=C(N)C=C(C1)N1N=CN=C1